NC1=C(C=CC=C1)NC(CCCCCOC=1C=C2C(=NC=NC2=CC1OC)OC1=CC2=C(C(=C(O2)C)C(=O)NC(C)C)C=C1)=O 6-((6-((6-((2-aminophenyl)amino)-6-oxohexyl)oxy)-7-methoxyquinazolin-4-yl)oxy)-N-isopropyl-2-methylbenzofuran-3-carboxamide